NCC(=O)N[C@H]1CC[C@@]2([C@H]3CC[C@@]4([C@H](CC[C@@]4([C@@H]3CC[C@@H]2C1)O)C=1C=CC(OC1)=O)C)C 2-amino-N-((3S,5R,8R,9S,10S,13R,14S,17R)-14-hydroxy-10,13-dimethyl-17-(2-oxo-2H-pyran-5-yl)hexadecahydro-1H-cyclopenta[a]phenanthren-3-yl)acetamide